tert-Butyl 3-formamido-2-methoxy-7,8-dihydro-1,6-naphthyridine-6(5H)-carboxylate C(=O)NC=1C(=NC=2CCN(CC2C1)C(=O)OC(C)(C)C)OC